3-(5-(4-((2,2-dimethylpyrrolidin-1-yl)methyl)pyridin-2-yl)-1-oxoisoindolin-2-yl)piperidine-2,6-dione CC1(N(CCC1)CC1=CC(=NC=C1)C=1C=C2CN(C(C2=CC1)=O)C1C(NC(CC1)=O)=O)C